2-chloro-3-hydroxy-3-(3-pyridinyl)-2-(3-trifluoromethylphenyl)propionic acid ClC(C(=O)O)(C(C=1C=NC=CC1)O)C1=CC(=CC=C1)C(F)(F)F